N-benzyl-N-[4-[4-(3-methylphenyl)-2-(4-methylthiophenyl)-1,3-thiazol-5-yl]-2-pyridinyl]amine C(C1=CC=CC=C1)NC1=NC=CC(=C1)C1=C(N=C(S1)C1=CC=C(C=C1)SC)C1=CC(=CC=C1)C